Tert-butyl 5-(cyclopropylmethyl)-1,3,4,5-tetrahydro-2H-pyrido[4,3-b]indole-2-carboxylate C1(CC1)CN1C2=C(C=3C=CC=CC13)CN(CC2)C(=O)OC(C)(C)C